C(CCCCCCCCCCC\C=C/CCCCCCCC)OC[C@H](COCCCCCC)N(C)C (2S)-1-[(13Z)-docosa-13-en-1-yloxy]-3-(hexyloxy)-N,N-dimethylpropane-2-amine